(R)-4-((1-(3-(difluoromethyl)-2-fluorophenyl)ethyl)amino)-6-methoxy-2-methylquinazolin-7-ol FC(C=1C(=C(C=CC1)[C@@H](C)NC1=NC(=NC2=CC(=C(C=C12)OC)O)C)F)F